5-(5-[[(1-acetylpiperidin-4-yl)amino]methyl]-6-fluoro-2,3-dihydro-1H-isoindol-2-yl)-4-(trifluoromethyl)-2,3-dihydropyridazin-3-one C(C)(=O)N1CCC(CC1)NCC=1C=C2CN(CC2=CC1F)C1=C(C(NN=C1)=O)C(F)(F)F